CSC(C(=O)N)=C 2-methylsulfanyl-prop-2-enamide